D-β-HydroxyButyric Acid C[C@H](CC(=O)O)O